sodium-zinc-tin [Sn].[Zn].[Na]